3-methyl-salicylic acid CC1=C(C(C(=O)O)=CC=C1)O